4-(tert-butoxy)-2-(4-(5-chloro-2-propionylphenyl)-5-methoxy-2-oxopyridin-1(2H)-yl)-N-(2-methyl-2H-indazol-5-yl)butanamide C(C)(C)(C)OCCC(C(=O)NC1=CC2=CN(N=C2C=C1)C)N1C(C=C(C(=C1)OC)C1=C(C=CC(=C1)Cl)C(CC)=O)=O